ClC=1C=C(C=CC1OCC)N1C(SCC1=O)C1=CC(=CC(=C1)F)F 3-(3-Chloro-4-ethoxyphenyl)-2-(3,5-difluorophenyl)thiazolidin-4-one